3,7-Difluoro-4-(piperidin-4-yl)-1H-pyrrolo[3,2-c]pyridine dihydrochloride Cl.Cl.FC1=CNC2=C1C(=NC=C2F)C2CCNCC2